butane-triol C(CCC)(O)(O)O